C(CCC(=O)O)CCN The molecule is an epsilon-amino acid comprising hexanoic acid carrying an amino substituent at position C-6. Used to control postoperative bleeding, and to treat overdose effects of the thrombolytic agents streptokinase and tissue plasminogen activator. It has a role as an antifibrinolytic drug, a hematologic agent and a metabolite. It is an epsilon-amino acid and an omega-amino fatty acid. It derives from a hexanoic acid. It is a conjugate acid of a 6-aminohexanoate. It is a tautomer of a 6-aminohexanoic acid zwitterion.